BrC1=CC=C(CN2[C@@H](CCC2)C(=O)O)C=C1 (4-bromo-benzyl)-L-proline